pentaerythritol [β-(3,5-di-tert-butyl-4-hydroxyphenyl)propionate] C(C)(C)(C)C=1C=C(C=C(C1O)C(C)(C)C)CCC(=O)OCC(CO)(CO)CO